C(C)OCCCCOCC 1,4-Diethoxybutane